CN1CC(C1)(C)C(O)(C1=CC(=NC=C1)N1CCCCC1)C1=CC=C(C=C1)C(C)C (1,3-dimethyl-azetidin-3-yl)-(4-isopropyl-phenyl)-(3,4,5,6-tetrahydro-2H-[1,2']bipyridinyl-4'-yl)-methanol